BrC=1C=C(C=C(C1)Br)NC(=O)NC1=C(C(=CC(=C1)Br)Br)CO 1-(3,5-dibromophenyl)-3-(3,5-dibromo-2-hydroxymethylphenyl)urea